tripentyl-zirconium (iv) chloride [Cl-].C(CCCC)[Zr+](CCCCC)CCCCC